COC1=C(C=C(C=O)C=C1OC)C=O 4,5-Di-methoxyisophthalaldehyd